7-phenyl-7H-benzo[c]Carbazole C1(=CC=CC=C1)N1C=2C=CC=CC2C=2C3=C(C=CC12)C=CC=C3